(4-((6-(2-chloro-3,5-dimethoxyphenyl)-[1,2,4]triazolo[4',3':1,6]pyrido[2,3-d]pyrimidin-2-yl)amino)phenyl)((3S,5R)-3,5-dimethylpiperazin-1-yl)methanone ClC1=C(C=C(C=C1OC)OC)C1=CC2=C(N=C(N=C2)NC2=CC=C(C=C2)C(=O)N2C[C@@H](N[C@@H](C2)C)C)N2C1=NN=C2